C(N)(=N)CNCCC(=O)O 3-[(carbamimidoyl-methyl)amino]-propanoic acid